[N+](=O)([O-])C=1N(C=CN1)CC(=O)O 2-(2-Nitroimidazol-1-yl)acetic acid